N-[1,1'-biphenyl]-3-yl-carbamic acid, cyclohexyl ester C1(=CC(=CC=C1)NC(OC1CCCCC1)=O)C1=CC=CC=C1